(S)-1-(tert-butyl)-3-(1-(1-(4-chlorophenyl)ethyl)-3-methyl-2-oxo-1,2,3,4-tetrahydroquinazolin-6-yl)urea C(C)(C)(C)NC(=O)NC=1C=C2CN(C(N(C2=CC1)[C@@H](C)C1=CC=C(C=C1)Cl)=O)C